ClC=1C(=C(CN2[C@@H](C[C@@](CC2)(C(=O)O)CC2=NC(=CC(=C2F)C2=NC=CC=C2)NC2=NNC(=C2)C)C)C=CC1)F (2R,4R)-1-(3-chloro-2-fluorobenzyl)-4-((3'-fluoro-6'-((5-methyl-1H-pyrazol-3-yl)amino)-[2,4'-bipyridin]-2'-yl)methyl)-2-methylpiperidine-4-carboxylic acid